(1R,3S,5R)-2-(2-(4-amino-8-methyl-6-(trifluoromethyl)-9H-pyrimido[4,5-b]indol-9-yl)acetyl)-N-(6-bromo-5-methylpyrazin-2-yl)-2-azabicyclo[3.1.0]hexane-3-carboxamide NC1=NC=NC=2N(C3=C(C=C(C=C3C21)C(F)(F)F)C)CC(=O)N2[C@@H]1C[C@@H]1C[C@H]2C(=O)NC2=NC(=C(N=C2)C)Br